OCCN1C(C=CC1=O)=O N-2-hydroxyethylmaleimide